CC1(OC2=CC=C3C(=C2CC1)OC[C@@H](C3)C3=C(C=C(C=C3)OCCCC)O)C (S)-2-(8,8-dimethyl-2,3,4,8,9,10-hexahydropyrano[2,3-f]chromen-3-yl)-5-butoxyphenol